5-Bromo-7-(4-morpholinyl)-thieno[2,3-c]pyridine-2-carboxaldehyde BrC=1C=C2C(=C(N1)N1CCOCC1)SC(=C2)C=O